FC1=C(C=C(C=C1OC)OC)NC(OC(C)(C)C)=O tert-butyl N-(2-fluoro-3,5-dimethoxyphenyl)carbamate